C(CCC)(=O)NS(=O)(=O)N(C(=O)C=1OC=CC1)C1CC2(C1)CC(C2)C=2OC1=C(N2)C=C(C=C1)Cl (Sa)-N-(butanoylsulfamoyl)-N-[6-(5-chloro-1,3-benzoxazol-2-yl)spiro[3.3]heptan-2-yl]furan-2-carboxamide